COC=1C=C(OC2=CC=CC(=N2)N2C(NC3(C2=O)CCCCC3)=O)C=CC1C 3-[6-(3-methoxy-4-methyl-phenoxy)-2-pyridyl]-1,3-diazaspiro[4.5]decane-2,4-dione